OCC=1C(=NN(C1O)C)C(F)(F)F 4-(hydroxymethyl)-1-methyl-3-(trifluoromethyl)-1H-pyrazol-5-ol